FS(=O)(=O)OC=1C=C(C=CC1C1CCNCC1)N1C(NC(CC1)=O)=O [3-fluorosulfonyloxy-4-(4-piperidyl)phenyl]-2,4-dioxo-hexahydropyrimidine